COC(C1=C(C=C(C(=C1)OC)OC)N)=O 2-amino-4,5-dimethoxybenzoic acid methyl ester